phosphaheptene P=CCCCCC